CC=1OC2=C(C1C(=O)N[C@H]1CN(CC1)C(=O)OC(C)(C)C)C=C(C=C2)OCC2=CC=NC=C2 tert-butyl (R)-3-(2-methyl-5-(pyridin-4-ylmethoxy)benzofuran-3-carboxamido)pyrrolidine-1-carboxylate